[Sc].[Ag].[Nd].[Mg] magnesium-neodymium-silver-scandium